2,5-bis(4-(trifluoromethyl)phenyl)thiazole tert-butyl-N-[(1R)-1-(4-bromophenyl)-2-hydroxy-ethyl]carbamate C(C)(C)(C)OC(N[C@@H](CO)C1=CC=C(C=C1)Br)=O.FC(C1=CC=C(C=C1)C=1SC(=CN1)C1=CC=C(C=C1)C(F)(F)F)(F)F